ClC1=C(OC2CCN(CC2)C2=CC(=C(C=C2)C2=NN=C(S2)COC(C)=O)O)C=C(C=C1)F.C(C)(=O)OC methyl acetate (5-(4-(4-(2-chloro-5-fluorophenoxy)piperidin-1-yl)-2-hydroxyphenyl)-1,3,4-thiadiazol-2-yl)methyl-acetate